ethyl (R)-1-(6-(3-((tert-butoxycarbonyl)amino)azetidin-1-yl)pyridin-3-yl)-6-chloro-7-(2-(((3-chloropyridin-2-yl)oxy)methyl)pyrrolidin-1-yl)-4-oxo-1,4-dihydroquinoline-3-carboxylate C(C)(C)(C)OC(=O)NC1CN(C1)C1=CC=C(C=N1)N1C=C(C(C2=CC(=C(C=C12)N1[C@H](CCC1)COC1=NC=CC=C1Cl)Cl)=O)C(=O)OCC